menthyl 3-Hydroxybutyrate OC(CC(=O)OC1CC(CCC1C(C)C)C)C